FC(OC1=CC(=NN1S(=O)(=O)C1=CC=C(C)C=C1)NC1=CN=CC(=N1)C1=CC(CC1)=O)F 3-(6-((5-(difluoromethoxy)-1-tosyl-1H-pyrazol-3-yl)amino)pyrazin-2-yl)cyclopent-2-en-1-one